ClC=1C=C(C=2N(N1)C=C(N2)C)OC2=CC=CC=C2 6-chloro-2-methyl-8-phenoxyimidazo[1,2-b]pyridazine